N-propyl-N-(3-(4-(thieno[2,3-d]pyrimidin-4-yl)piperazin-1-yl)propyl)-2,3-dihydro-1H-inden-2-amine C(CC)N(C1CC2=CC=CC=C2C1)CCCN1CCN(CC1)C=1C2=C(N=CN1)SC=C2